N-(5-(4-(4-cyanophenyl)azepane-1-carbonyl)-2-methylphenyl)-6-fluoronicotinamide C(#N)C1=CC=C(C=C1)C1CCN(CCC1)C(=O)C=1C=CC(=C(C1)NC(C1=CN=C(C=C1)F)=O)C